O-(carboxymethyl)-l-tyrosine C(=O)(O)COC1=CC=C(C[C@H](N)C(=O)O)C=C1